2-(2-chlorophenyl)-N-(2-ethyl-5-sulfamoyl-1,2,3,4-tetrahydroisoquinolin-7-yl)acetamide ClC1=C(C=CC=C1)CC(=O)NC1=CC(=C2CCN(CC2=C1)CC)S(N)(=O)=O